N-((1R,2R,4S)-7-cyano-7-azabicyclo[2.2.1]heptan-2-yl)-7-methyl-1-(6-methyl-2-pyridinyl)-1H-indazole-5-carboxamide C(#N)N1[C@H]2[C@@H](C[C@@H]1CC2)NC(=O)C=2C=C1C=NN(C1=C(C2)C)C2=NC(=CC=C2)C